3-hydroxypyridinecarbonitrile OC=1C(=NC=CC1)C#N